FC(C(=O)OC(C(F)(F)F)=O)(F)F tri-fluoroacetic acid anhydride